1-(3-cyanophenyl)-N-(5-((cyclopropylmethylamino)(thiazol-2-yl)methyl)-2-fluorophenyl)-3-(trifluoromethyl)-1H-pyrazole-5-carboxamide C(#N)C=1C=C(C=CC1)N1N=C(C=C1C(=O)NC1=C(C=CC(=C1)C(C=1SC=CN1)NCC1CC1)F)C(F)(F)F